pentaerythritol dihydrogen phosphate melamine salt N1=C(N)N=C(N)N=C1N.P(=O)(O)(O)OCC(CO)(CO)CO